FC1=CC=C(CC2=C(SC=3N4C(COCC32)=NN=C4C)C#CC=4C=NN(C4)C)C=C1 3-(4-fluorobenzyl)-9-methyl-2-((1-methyl-1H-pyrazol-4-yl)ethynyl)-4H,6H-thieno[2,3-e][1,2,4]triazolo[3,4-c][1,4]oxazepine